N1(N=CC=C1)CC1=CC2=C(C(=NO2)N)C2=C1CCO2 4-((1H-pyrazol-1-yl)methyl)-2,3-dihydrobenzofurano[7,6-d]isoxazol-8-amine